5-(5-amino-7-phenyl-[1,2,4]triazolo[4,3-c]pyrimidin-8-yl)-1-isopropylpyridin-2(1H)-one NC1=NC(=C(C=2N1C=NN2)C=2C=CC(N(C2)C(C)C)=O)C2=CC=CC=C2